C(C)(C)(C)OC(=O)N1[C@@H](CN(C[C@@H]1C)C1=CC=C(C=2N=CC(=NC12)OS(=O)(=O)C(F)(F)F)C(=O)OC)C methyl 8-[(3R,5S)-4-tert-butoxycarbonyl-3,5-dimethyl-piperazin-1-yl]-2-(trifluoromethylsulfonyloxy)quinoxaline-5-carboxylate